2-bromo-N1,N1,N3,N3-tetra(naphthalen-2-yl)-5-(trimethylsilyl)benzene-1,3-diamine BrC1=C(C=C(C=C1N(C1=CC2=CC=CC=C2C=C1)C1=CC2=CC=CC=C2C=C1)[Si](C)(C)C)N(C1=CC2=CC=CC=C2C=C1)C1=CC2=CC=CC=C2C=C1